C(C=C)N1CC=NC=C1 1-allyl-pyrazine